FC1=CC=C(CCC2=NC3=CC=CC=C3C(=N2)N2CCN(CC2)C(C=C)=O)C=C1 1-(4-(2-(4-fluorophenethyl)quinazolin-4-yl)piperazin-1-yl)prop-2-en-1-one